di-tert-butyl(2',4',6'-triisopropyl-3,4,5,6-tetramethyl-[1,1'-biphenyl]-2-yl)phosphane C(C)(C)(C)P(C1=C(C(=C(C(=C1C)C)C)C)C1=C(C=C(C=C1C(C)C)C(C)C)C(C)C)C(C)(C)C